COC1=NC=CC(=C1)C1=CC=2C(=NC=CC2N2CC3CCC(C2)N3C3COC3)N1 2-(2-methoxypyridin-4-yl)-4-(8-(oxetan-3-yl)-3,8-diazabicyclo[3.2.1]octan-3-yl)-1H-pyrrolo[2,3-b]pyridine